CC1=C(C(=CC(=C1)[N+](=O)[O-])C)F 1,3-dimethyl-2-fluoro-5-nitrobenzene